Ethylimino-[2-(3-ethylsulfonyl-6-pyrimidin-2-yl-2-pyridyl)-1,3-benzoxazol-5-yl]oxo(trifluoromethyl)-λ6-sulfan C(C)N=S(C(F)(F)F)(=O)C=1C=CC2=C(N=C(O2)C2=NC(=CC=C2S(=O)(=O)CC)C2=NC=CC=N2)C1